CN1C[C@@H]([C@H](CC1)NC(=O)C1=CC(=CC=2N(C=NC21)CC(F)(F)F)C#CCNC2=C(C=C(C(=C2)F)C(NC)=O)OC)C N-[(3S,4S)-1,3-dimethyl-4-piperidyl]-6-[3-[5-fluoro-2-methoxy-4-(methylcarbamoyl)anilino]prop-1-ynyl]-1-(2,2,2-trifluoroethyl)benzimidazole-4-carboxamide